4-(1-(1H-1,2,4-triazole-1-carbonyl)-1,6-diazaspiro[3.5]nonan-6-yl)-5-fluoro-2,3-dimethyl-1H-indole-7-carboxamide N1(N=CN=C1)C(=O)N1CCC12CN(CCC2)C2=C1C(=C(NC1=C(C=C2F)C(=O)N)C)C